NC1=CC(=C(C(=O)NC2=CC(=NC=C2)N2CCC(CC2)(F)F)C=C1)N1CC[Si](CC1)(C)C 4-amino-N-(2-(4,4-difluoropiperidin-1-yl)pyridin-4-yl)-2-(4,4-dimethyl-1,4-azasilinan-1-yl)benzamide